(6R,12R)-17-amino-12-methyl-6,15-bis(trifluoromethyl)-13,19-dioxa-3,4,18-triazatricyclo[12.3.1.12,5]nonadec-1(18),2,4,14,16-pentaene-6,11-diol NC1=CC(=C2O[C@@H](C(CCCC[C@](C3=NN=C(C1=N2)O3)(O)C(F)(F)F)O)C)C(F)(F)F